3-methyl-3-(2,2,2-trifluoroethoxymethyl)oxetane CC1(COC1)COCC(F)(F)F